CC=1C=C(C=CC1C)N1N=CN=C1CNC(=O)NCC1=NC=NN1C1=CC(=C(C=C1)C)C 1,3-bis({[1-(3,4-dimethylphenyl)-1H-1,2,4-triazol-5-yl]methyl})urea